2-(4-bromophenyl)-5-(4-fluorophenyl)-2H-1,2,3-triazole-4-formaldehyde BrC1=CC=C(C=C1)N1N=C(C(=N1)C=O)C1=CC=C(C=C1)F